rac-(1S*,2S*)-N-(6-(((6-cyclopropylimidazo[1,2-a]pyridin-2-yl)methyl)amino)pyrimidin-4-yl)-2-(3-cyclopropylphenyl)cyclopropane-1-carboxamide C1(CC1)C=1C=CC=2N(C1)C=C(N2)CNC2=CC(=NC=N2)NC(=O)[C@@H]2[C@H](C2)C2=CC(=CC=C2)C2CC2 |r|